ClC=1C=C(C=C(C1)Cl)N1CCN(CC1)S(=O)(=O)C1=CC=C(C=C1)NC(CCN1S(C2=C(C1=O)C=CC=C2)(=O)=O)=O N-(4-((4-(3,5-dichlorophenyl)piperazin-1-yl)sulfonyl)phenyl)-3-(1,1-dioxido-3-oxobenzo[d]isothiazol-2(3H)-yl)propanamide